2-Chloro-4-fluoro-5-(3,5-dimethyl-2,6-dioxo-4-thioxo-1,3,5-triazin-1-yl)phenol ClC1=C(C=C(C(=C1)F)N1C(N(C(N(C1=O)C)=S)C)=O)O